CN1N=CC=2C1=NC(=NC2)OC2=C(C=CC=C2)C=2C=NC=CC2 1-methyl-6-(2-(pyridin-3-yl)phenoxy)-1H-pyrazolo[3,4-d]pyrimidine